3-{4-[3-(6-[1,2,4]Oxadiazol-3-yl-pyridin-2-yloxy)-propyl]-piperazin-1-yl}-benzo[d]isothiazole oxalate C(C(=O)O)(=O)O.O1N=C(N=C1)C1=CC=CC(=N1)OCCCN1CCN(CC1)C1=NSC2=C1C=CC=C2